COC1=NC(=C(C(=N1)N)C1=CC=NN1)OC 2,6-dimethoxy-5-(1H-pyrazol-5-yl)pyrimidin-4-amine